1,3,5-tribromopyridine BrN1CC(=CC(=C1)Br)Br